6-chloro-N-[rac-1-[(2,4-dimethylphenyl)methyl]-2-(1,3-dioxoisoindolin-2-yl)oxy-ethyl]-3-[3-(trifluoro-methyl)phenoxy]pyridazine-4-carboxamide ClC1=CC(=C(N=N1)OC1=CC(=CC=C1)C(F)(F)F)C(=O)N[C@@H](CON1C(C2=CC=CC=C2C1=O)=O)CC1=C(C=C(C=C1)C)C |r|